N1CCC(CC1)C1=CC2=C(N=NC=3C=CC=CC23)N1 2-(4-Piperidyl)-3H-pyrrolo[2,3-c]cinnoline